C(C1=CC=CC=C1)C(C(=O)C1=CC=C(C=C1)OC)(CC)N(C)C 2-Benzyl-2-(dimethylamino)-1-(4-methoxyphenyl)butan-1-on